ClC1=C(C(=O)O)C=C(C(=C1OC([2H])([2H])[2H])OC([2H])([2H])[2H])OC([2H])([2H])[2H] 2-chloro-3,4,5-tris(trideuteromethoxy)benzoic acid